CC1(CC(=CC=C1)N=C=S)Cl 3-(methyl)3-chlorophenyl isothiocyanate